7-bromo-5-chloro-3H-imidazo[4,5-b]pyridine BrC1=C2C(=NC(=C1)Cl)NC=N2